ClC=1C=C2C(C[C@@H](OC2=CC1)C(=O)NC12CCC(C1)(C2)NC(OC(C)(C)C)=O)=O (R)-tert-butyl (4-(6-chloro-4-oxochroman-2-carboxamido)bicyclo[2.1.1]hexan-1-yl)carbamate